tert-butyl (S)-(4-(5-bromopyridin-2-yl)-3,4-dioxobutan-2-yl)carbamate BrC=1C=CC(=NC1)C(C([C@H](C)NC(OC(C)(C)C)=O)=O)=O